ClC=1SC(=C(N1)CO)C(=O)OCC Ethyl 2-chloro-4-(hydroxymethyl)thiazole-5-carboxylate